2-[Bis(2-hydroxyethyl)amino]-N-(3-chloro-2-methylphenyl)-6-({[2-(trifluoromethyl)phenyl]carbonyl}amino)-1H-benzoimidazole-4-carboxamide OCCN(C1=NC2=C(N1)C=C(C=C2C(=O)NC2=C(C(=CC=C2)Cl)C)NC(=O)C2=C(C=CC=C2)C(F)(F)F)CCO